2-[(2s,5r)-2,5-dimethylpiperazin-1-yl]-5-(trifluoromethyl)pyrimidine C[C@@H]1N(C[C@H](NC1)C)C1=NC=C(C=N1)C(F)(F)F